(R)-N-(1-cyanoethyl)-4-(2-((1-(cyanomethyl)-1H-pyrazol-4-yl)amino)-5-methylpyrimidin-4-yl)benzamide C(#N)[C@@H](C)NC(C1=CC=C(C=C1)C1=NC(=NC=C1C)NC=1C=NN(C1)CC#N)=O